[Ca].C(=C)OCCNC(S)=S.C(=C)OCCNC(S)=S bis[N-(vinyloxyethyl)dithiocarbamic acid] calcium